C(CCCCC)OC(=O)N=C(N)C1=CC=C(C=C1)NCC1=NC2=C(N1C)C=CC(=C2)C(=O)N(CCC(=O)OCC)C2=NC=CC=C2 ethyl 3-{[(2-{[(4-{N'-[(hexyloxy)carbonyl]carbamimidoyl}phenyl)amino]methyl}-1-methyl-1H-benzimidazol-5-yl)carbonyl](2-pyridinyl)amino}propanoate